5-methyl-10-oxothianthrenium tetrakis-(pentafluorobenzyl)borate FC1=C(C(=C(C(=C1C[B-](CC1=C(C(=C(C(=C1F)F)F)F)F)(CC1=C(C(=C(C(=C1F)F)F)F)F)CC1=C(C(=C(C(=C1F)F)F)F)F)F)F)F)F.C[S+]1C=2C=CC=CC2S(C2=CC=CC=C12)=O